1-(Ethoxycarbonyl)ethyl 3,6-dichloro-2-methoxybenzoate ClC=1C(=C(C(=O)OC(C)C(=O)OCC)C(=CC1)Cl)OC